ClC=1C=CC2=C(NC(=N2)[C@H](C)[C@H]2CC[C@H](CC2)C2=CC=NC3=CC=C(C=C23)F)C1 4-((cis)-4-((R)-1-(6-chloro-1H-benzo[d]imidazol-2-yl)ethyl)cyclohexyl)-6-fluoroquinoline